C(#N)C=1C(=C(C=CC1F)NC(=O)N1CC=2C(=NN3C2C(CC[C@@H](C3)O)(F)F)CC1)F (S)-N-(3-Cyano-2,4-difluorophenyl)-11,11-difluoro-8-hydroxy-3,4,8,9,10,11-hexahydro-1H-pyrido[4',3':3,4]pyrazolo[1,5-a]azepine-2(7H)-carboxamide